4-((4-(2-azidopropan-2-yl)-6-chloro-2,7-naphthyridin-1-yl)oxy)butyric acid N(=[N+]=[N-])C(C)(C)C1=CN=C(C2=CN=C(C=C12)Cl)OCCCC(=O)O